CC1=CC=CC(=N1)C(=O)NC1CC(C1)N1C2=NC=NC(=C2N=C1)NC1CCN(CC1)C(=O)OC(C)(C)C tert-butyl 4-((9-((1s,3s)-3-(6-methylpicolinamido)cyclobutyl)-9H-purin-6-yl)amino)piperidine-1-carboxylate